2'-(3''-chloro-[1,1':3',1''-terphenyl]-3-yl)spiro[cyclohexane-1,9'-fluorene] ClC=1C=C(C=CC1)C=1C=C(C=CC1)C1=CC(=CC=C1)C1=CC=2C3(C4=CC=CC=C4C2C=C1)CCCCC3